3-methyl-3-sulfanyl-hexanol CC(CCO)(CCC)S